ClC=1C=C(C=C2C(=C(C=NC12)C#N)NCC(C)(C)C)N[C@@H](C=1C(=NC(=CC1)F)C)C=1N=NN(C1)[C@H]1[C@@H](C1)C(F)F 8-chloro-6-(((S)-(1-((1R,2R)-2-(difluoromethyl)cyclopropyl)-1H-1,2,3-triazol-4-yl)(6-fluoro-2-methylpyridin-3-yl)methyl)amino)-4-(neopentylamino)quinoline-3-carbonitrile